[Ag].[Ni].[Co].[Fe] Iron-cobalt-nickel-silver